C1=CC=CC=2C3=CC=CC=C3C(C12)COC(=O)NCCOCCOCC(=O)O {2-[2-(9H-fluoren-9-ylmethoxy-carbonylamino)-ethoxy]-ethoxy}-acetic acid